CS(=O)(=O)C=1C=C(C=C(C1)C1=CC=CC=C1)S(=O)(=N)C1=CC=C(S1)CNC(OCCCC)=O butyl ((5-(5-(methylsulfonyl)-[1,1'-biphenyl]-3-sulfonimidoyl)thiophen-2-yl)methyl)carbamate